7-((1H-imidazol-1-yl)methyl)-2-(6-ethyl-8-(4-isopropylpiperazin-1-yl)-2-methylquinolin-4-yl)-5-(1-methyl-3-(trifluoromethyl)-1H-pyrazol-4-yl)-3,4-dihydroisoquinolin-1(2H)-one N1(C=NC=C1)CC1=CC(=C2CCN(C(C2=C1)=O)C1=CC(=NC2=C(C=C(C=C12)CC)N1CCN(CC1)C(C)C)C)C=1C(=NN(C1)C)C(F)(F)F